N1=CC=C(C=C1)OC[C@@H]1CN([C@@H](O1)C(F)(F)F)C1=CC(=C(C#N)C=C1)C(F)(F)F 4-((2S,5S)-5-((pyridin-4-yloxy)methyl)-2-(trifluoromethyl)oxazolidin-3-yl)-2-(trifluoromethyl)benzonitrile